(2S)-4,4-difluoro-N-{4-[5-fluoro-7-methoxy-3-(pyridin-2-yl)-1H-pyrrolo[3,2-b]pyridin-2-yl]pyridin-2-yl}-2-(4-fluorophenyl)butanamide FC(C[C@H](C(=O)NC1=NC=CC(=C1)C1=C(C2=NC(=CC(=C2N1)OC)F)C1=NC=CC=C1)C1=CC=C(C=C1)F)F